ClC=1C=CC=2C3CC[C@@]4(/C(/C[C@H](C4C3CCC2C1)CCC(=O)NC1=NC=CC(=C1)C)=N/O)C 3-((13S,15R,E)-3-chloro-17-(hydroxyimino)-13-methyl-7,8,9,11,12,13,14,15,16,17-decahydro-6H-cyclopenta[a]phenanthren-15-yl)-N-(4-methylpyridin-2-yl)propanamide